4-{4-[(5-bromo-2-hydroxyphenyl)methyl]piperazin-1-yl}-1,6-dimethyl-2-oxo-1,2-dihydro-1,5-naphthyridine-3-carbonitrile BrC=1C=CC(=C(C1)CN1CCN(CC1)C1=C(C(N(C2=CC=C(N=C12)C)C)=O)C#N)O